ethyl 4-nitro-4-phenylbutyrate [N+](=O)([O-])C(CCC(=O)OCC)C1=CC=CC=C1